ClC1=CC(=C(C=C1)C1COC2=CC=CC(=C2C1(F)F)C1CCN(CC1)CC1=NC2=C(N1C[C@H]1OCC1)C=C(C=C2)C(=O)OC)F methyl 2-((4-(3-(4-chloro-2-fluorophenyl)-4,4-difluoro-chroman-5-yl) piperidin-1-yl) methyl)-1-(((S)-oxetan-2-yl) methyl)-1H-benzo[d]imidazole-6-carboxylate